ClC1=CN=C(S1)NC(C(C1=CC=C(C=C1)C=1N=NN(N1)COC)C1CC(CC1)(F)F)=O N-(5-Chlorothiazol-2-yl)-2-(3,3-difluorocyclopentyl)-2-(4-(2-(methoxymethyl)-2H-tetrazol-5-yl)phenyl)acetamide